BrCCC(=O)NC1=C2C(N(C(C2=CC=C1)=O)C1C(NC(CC1)=O)=O)=O 3-bromo-N-[2-(2,6-dioxopiperidin-3-yl)-1,3-dioxoisoindolin-4-yl]propanamide